N1(CCNCC1)C1=CC=C(C=C1)C=1C=C(N=NC1)C1=C(C=CC=C1)O 2-(5-(4-(piperazin-1-yl)phenyl)pyridazin-3-yl)phenol